hydroxymethyl-2,4(1H,3H)-pyrimidinedione OCN1C(NC(C=C1)=O)=O